6,6'-dihydroxy-5,5'-biquinoline OC1=C(C=2C=CC=NC2C=C1)C=1C=2C=CC=NC2C=CC1O